tert-butyl (3S)-pyrrolidine-3-carboxylate N1C[C@H](CC1)C(=O)OC(C)(C)C